2-[(2E)-2-(aminomethyl)-3-fluoroprop-2-en-1-yl]-4-[3-(1,2,3,6-tetrahydropyridin-4-yl)phenyl]-2,4-dihydro-3H-1,2,4-triazol-3-one dihydrochloride Cl.Cl.NC/C(/CN1N=CN(C1=O)C1=CC(=CC=C1)C=1CCNCC1)=C\F